4-(1-(Dimethylamino)-2-methylpropan-2-yl)-N'-((1,2,3,5,6,7-hexahydro-s-indacen-4-yl)carbamoyl)benzenesulfonimidamide CN(CC(C)(C)C1=CC=C(C=C1)S(=O)(N)=NC(NC1=C2CCCC2=CC=2CCCC12)=O)C